2-(2,6-Dioxo-3-piperidyl)-4-[[4-(methylaminomethyl)phenyl]methylamino]isoindoline-1,3-dione O=C1NC(CCC1N1C(C2=CC=CC(=C2C1=O)NCC1=CC=C(C=C1)CNC)=O)=O